OC=1C2=C(N=C(N1)C)N=CC(=C2)C2=CCN(CC2)C(C)=O 1-(4-(4-hydroxy-2-methylpyrido[2,3-d]pyrimidin-6-yl)-5,6-dihydropyridin-1(2H)-yl)ethanone